COC(C[C@]1(CCC2=CC=CC=C12)N[S@](=O)C(C)(C)C)=O 2-((S)-1-(((R)-tert-butylsulfinyl)amino)-2,3-dihydro-1H-inden-1-yl)acetic acid methyl ester